(2-(tridec-1,5-dien-1-yloxy)ethyl)benzene C(=CCCC=CCCCCCCC)OCCC1=CC=CC=C1